(S)-N-(3-(3-bromophenyl)-1-(methylamino)-1-oxopropan-2-yl)-3-(4-fluorophenyl)-1H-pyrazole BrC=1C=C(C=CC1)C[C@@H](C(=O)NC)N1N=C(C=C1)C1=CC=C(C=C1)F